C1(=CC=CC=C1)N1N=C(C=C1C(F)(F)F)C(=O)O 1-phenyl-5-(trifluoromethyl)-1H-pyrazole-3-carboxylic acid